4-methyl-2-(2-methylquinolin-4-yl)-1H,2H,3H-pyrrolo[3,4-c]quinoline-1,3-dione CC1=NC=2C=CC=CC2C2=C1C(N(C2=O)C2=CC(=NC1=CC=CC=C21)C)=O